O1C(CCC1)ON=C(C)C1=CC=CC=C1 acetophenone-O-2-tetrahydrofuryl oxime